2-(6-chloro-8-(dimethylcarbamoyl)-1,1-dioxidobenzo[e][1,4,3]oxathiazin-2(3H)-yl)-3-(6-fluoro-2,3-dimethylphenyl)butanoic acid ClC1=CC2=C(S(N(CO2)C(C(=O)O)C(C)C2=C(C(=CC=C2F)C)C)(=O)=O)C(=C1)C(N(C)C)=O